2-chloro-N-(4-((3-(prop-2-yn-1-yloxy)phenyl)amino)quinazolin-6-yl)acetamide ClCC(=O)NC=1C=C2C(=NC=NC2=CC1)NC1=CC(=CC=C1)OCC#C